C[C@H]1[C@H]([C@H]([C@@H]([C@@H](O1)OC[C@@H]2[C@H]([C@@H]([C@H]([C@@H](O2)O)NC(=O)C)O)O[C@H]3[C@@H]([C@H]([C@@H]([C@H](O3)CO)O[C@H]4[C@H]([C@H]([C@@H]([C@H](O4)CO[C@@H]5[C@H]([C@H]([C@@H]([C@H](O5)CO[C@H]6[C@@H]([C@H]([C@@H]([C@H](O6)CO)O[C@H]7[C@@H]([C@H]([C@H]([C@H](O7)CO)O)O)O)O)NC(=O)C)O)O)O[C@H]8[C@@H]([C@H]([C@@H]([C@H](O8)CO)O[C@H]9[C@@H]([C@H]([C@H]([C@H](O9)CO)O)O)O)O)NC(=O)C)O)O[C@@H]1[C@H]([C@H]([C@@H]([C@H](O1)CO)O)O)O[C@H]1[C@@H]([C@H]([C@@H]([C@H](O1)CO)O[C@H]1[C@@H]([C@H]([C@H]([C@H](O1)CO)O)O)O)O)NC(=O)C)O)O)NC(=O)C)O)O)O The molecule is a branched amino oligosaccharide (dodecasaccharide) comprising two beta-D-galactosyl-(1->4)-N-acetyl-beta-D-glucosaminyl disaccharide units linked (1->2) and (1->6) to the alpha-D-mannosyl residue of an alpha-D-mannosyl-(1->6)-beta-D-mannosyl-(1->4)-N-acetyl-beta-D-glucosaminyl-(1->4)-[alpha-L-fucosyl-(1->6)]-N-acetyl-beta-D-glucosamine branched pentasaccharide, to the beta-D-mannosyl residue of which is also linked (1->3) a beta-D-galactosyl-(1->4)-N-acetyl-beta-D-glucosaminyl-(1->2)-alpha-D-mannosyl linear trisaccharide unit. It is an amino oligosaccharide and a glucosamine oligosaccharide.